(3,5-difluoro-4-((6-methoxy-7-(3-(methylamino)propoxy)quinolin-4-yl)amino)phenyl)-4-methoxypyridine-3-carboxamide FC=1C=C(C=C(C1NC1=CC=NC2=CC(=C(C=C12)OC)OCCCNC)F)C1=NC=CC(=C1C(=O)N)OC